C(C1=CC=CC=C1)OC1=NC(=CC=C1C1=NN(C2=CC(=C(C=C12)F)N1CCN(CC1)C(=O)OC(C)(C)C)C)OCC1=CC=CC=C1 tert-butyl 4-(3-(2,6-bis(benzyloxy)pyridin-3-yl)-5-fluoro-1-methyl-1H-indazol-6-yl)piperazine-1-carboxylate